(E)-2-(5-((2,4,6-trimethoxystyryl-sulfonyl)methyl)-2-methoxyphenylamino)acetic acid COC1=C(/C=C/S(=O)(=O)CC=2C=CC(=C(C2)NCC(=O)O)OC)C(=CC(=C1)OC)OC